adamantanetriol C1C2CC3CC1CC(C2)(C3(O)O)O